4-methyl-2H-benzopyran-2-one CC1=CC(OC2=C1C=CC=C2)=O